CC1=CC2=NNN=C2C=C1.CC1=CC=CC2=NNN=C12 tolyltriazole